(5-fluoro-3-pyridyl)boric acid FC=1C=C(C=NC1)OB(O)O